[C@H]12CN(C[C@H](CC1)N2)C=2C1=C(N=C(N2)OC([2H])([2H])C2(CC2)CN2CCOCC2)C(=C(N=C1)C1=CC(=CC2=CC=C(C(=C12)C#C)F)O)F 4-(4-((1R,5S)-3,8-Diazabicyclo[3.2.1]octan-3-yl)-8-fluoro-2-((1-(morpholinomethyl)cyclopropyl)methoxy-d2)pyrido[4,3-d]pyrimidin-7-yl)-5-ethynyl-6-fluoronaphthalen-2-ol